ethyl 3-bromobenzoyl formate CCOC(=O)C(=O)C1=CC(=CC=C1)Br